N-methyl-4'-[(4-{[4-(trifluoromethoxy)phenyl]Amino}piperidin-1-yl)sulfonyl]-[1,1'-biphenyl]-3-carboxamide CNC(=O)C=1C=C(C=CC1)C1=CC=C(C=C1)S(=O)(=O)N1CCC(CC1)NC1=CC=C(C=C1)OC(F)(F)F